NC1=C2N=CN(C2=NC=N1)[C@@H]1O[C@@H]([C@H]([C@H]1O)O)CO (2R,3R,4S,5R)-2-(6-aminopurin-9-yl)-5-(hydroxymethyl)oxolane-3,4-diol